C1(=CC=CC=C1)C(C(=O)NC1=CC=C(C=C1)NC1=NC=NC2=CC=CC=C12)N1N=C2C=CC(=CC2=C1)NC1=CC=CC=C1 2-phenyl-2-(5-(phenylamino)-2H-indazol-2-yl)-N-(4-(quinazolin-4-ylamino)phenyl)acetamide